3-fluoro-4-(3-(6-(hydroxymethyl)pyridin-3-yl)-4,4-dimethyl-2,5-dioxoimidazolidin-1-yl)-2-methoxybenzonitrile FC=1C(=C(C#N)C=CC1N1C(N(C(C1=O)(C)C)C=1C=NC(=CC1)CO)=O)OC